n-Butanoat C(CCC)(=O)[O-]